(5-((2-bromobenzyl)oxy)-4-oxo-4H-chromene-2-carbonylamino)-L-alloisoleucine BrC1=C(COC2=C3C(C=C(OC3=CC=C2)C(=O)NN[C@@H]([C@H](C)CC)C(=O)O)=O)C=CC=C1